N-(4-bromo-6-(hydroxymethyl)pyridin-2-yl)-4-phenylpicolinamide BrC1=CC(=NC(=C1)CO)NC(C1=NC=CC(=C1)C1=CC=CC=C1)=O